tert-butyl (2-(4-isopropylpiperazin-1-yl)ethyl)(1-(3-(5-methoxy-1H-indol-2-yl)phenyl)piperidin-4-yl)carbamate C(C)(C)N1CCN(CC1)CCN(C(OC(C)(C)C)=O)C1CCN(CC1)C1=CC(=CC=C1)C=1NC2=CC=C(C=C2C1)OC